(Z)-2-fluoro-3-phenylbut-2-en-1-ol F\C(\CO)=C(\C)/C1=CC=CC=C1